2-[4-[4-(7-chloro-2,3-dihydro-1,4-benzodioxin-5-yl)-1-piperazinyl]butyl]-1,2-benzisothiazol-3(2H)-one-1,1-dioxide ClC=1C=C(C2=C(OCCO2)C1)N1CCN(CC1)CCCCN1S(C2=C(C1=O)C=CC=C2)(=O)=O